CC1N(CCC2=C(C1)C=CC=C2)C(CN2C(C1=CC=CC=C1C2)=O)=O 2-[2-(2-methyl-2,3,4,5-tetrahydro-1H-3-benzazepin-3-yl)-2-oxoethyl]-2,3-dihydro-1H-isoindol-1-one